The molecule is a trimethoxyflavone that is myricetin in which the hydroxy groups at position 3, 3' and 5' have been replaced by methoxy groups. It has a role as a plant metabolite. It is a trihydroxyflavone and a trimethoxyflavone. It derives from a myricetin. COC1=CC(=CC(=C1O)OC)C2=C(C(=O)C3=C(C=C(C=C3O2)O)O)OC